C(C)(C)[C@@H]1CCC=2N1N=C(N2)C(=O)N[C@H]2COC1=C(NC2=O)C(=CC(=C1)C)F (5S)-5-isopropyl-N-[(3S)-6-fluoro-8-methyl-4-oxo-3,5-dihydro-2H-1,5-benzoxazepine-3-yl]-6,7-dihydro-5H-pyrrolo[1,2-b][1,2,4]Triazole-2-carboxamide